4-benzyl 1-tert-butyl 2-methyl piperazine-1,2,4-tricarboxylate N1(C(CN(CC1)C(=O)OCC1=CC=CC=C1)C(=O)OC)C(=O)OC(C)(C)C